octadecyl-di-n-propyl-(3-trimethoxysilylpropyl)ammonium chloride [Cl-].C(CCCCCCCCCCCCCCCCC)[N+](CCC[Si](OC)(OC)OC)(CCC)CCC